BrC=1C=2C=3N(C=NC2C=CC1)N=C(N3)C3=CC(=CC=C3)F 10-bromo-2-(3-fluorophenyl)[1,2,4]triazolo[1,5-c]quinazolin